COC(=O)C=1C(N(C2=CC(=CC=C2C1N)C(F)(F)F)C1=CC=C(C=C1)OC(F)(F)F)=O 4-Amino-7-(trifluoromethyl)-1-(4-(trifluoromethoxy)phenyl)-2-oxo-1,2-dihydroquinoline-3-carboxylic acid methyl ester